pentafluorodiphosphazene FP(N=P(F)(F)F)F